(2-(benzyloxy)-5-((5s,8s,11s)-5-(4-hydroxy-3-iodophenyl)-11-(methoxycarbonyl)-4,8-dimethyl-3,6,9-trioxo-1-phenyl-2-oxa-4,7,10-triazadodecane-12-yl)phenyl)boronic acid C(C1=CC=CC=C1)OC1=C(C=C(C=C1)C[C@H](NC([C@@H](NC([C@@H](N(C(OCC1=CC=CC=C1)=O)C)C1=CC(=C(C=C1)O)I)=O)C)=O)C(=O)OC)B(O)O